C(CCCCCCCC)NC(CCCCC(=O)OO)=O 6-nonylamino-6-oxoperoxycaproic acid